3-methyl-phenyl-boronic acid CC=1C=C(C=CC1)B(O)O